FC1=CC=C(C=C1)C1=NN=C(O1)NC1CC2(CC(C2)OC2=C(C(=O)N)C=CC=N2)C1 2-(((2S,4s,6S)-6-((5-(4-fluorophenyl)-1,3,4-oxadiazol-2-yl)amino)spiro[3.3]heptan-2-yl)oxy)nicotinamide